1-(p-tolyl)-1H-pyrrole-2-carbaldehyde C1(=CC=C(C=C1)N1C(=CC=C1)C=O)C